2-fluoro-6-((4-fluoro-2-methylphenyl)-amino)-N-(6-methoxy-2-methylpyridin-3-yl)-3-(trifluoromethyl)-benzamide FC1=C(C(=O)NC=2C(=NC(=CC2)OC)C)C(=CC=C1C(F)(F)F)NC1=C(C=C(C=C1)F)C